FC1=C(C(=CC=C1)C(F)(F)F)NC=1N=C(N=NC1C(=O)N)NC1=C(C=C2CCN(CC2=C1)C(C)C)OC ((2-fluoro-6-(trifluoromethyl)phenyl)amino)-3-((2-isopropyl-6-methoxy-1,2,3,4-tetrahydroisoquinolin-7-yl)amino)-1,2,4-triazine-6-carboxamide